N1(C=NC=C1)C1=CC=C(C=C1)N(C(=O)C=1N=C(SC1)C#C)C(C(=O)NC(C)(C)C)C1=C[CH-]C=C1.[CH-]1C=CC=C1.[Fe+2] N-(4-(1H-imidazol-1-yl)phenyl)-N-(1-(ferrocene-3-yl)-2-(tert-butylamino)-2-oxoethyl)-2-ethynyl-thiazole-4-carboxamide